tert-butyl (4-(6-chlorofuro[3,2-b]pyridin-3-yl)pyridin-2-yl)carbamate ClC=1C=C2C(=NC1)C(=CO2)C2=CC(=NC=C2)NC(OC(C)(C)C)=O